C[C@@H](C[C@H]([C@@H](C(C)(C)O)O)O)[C@@H]1CC[C@@]23[C@@]1(C2)CC[C@H]4[C@]3([C@@H](C[C@@H]5[C@@]4(CC[C@H](C5(C)C)OC(=O)C)C)O[C@H]6[C@@H]([C@H]([C@@H]([C@H](O6)CO)O)O)O)C The molecule is a triterpenoid saponin that is 13,30-cyclodammarane-3,7,23,24,25-pentol esterified to the corresponding acetate at position 3 and attached to a beta-D-glucopyranosyl residue at position 7 via a glycosidic linkage. Isolated from Dysoxylum cumingianum, it exhibits antileukemic activity. It has a role as an antineoplastic agent and a plant metabolite. It is an acetate ester, a monosaccharide derivative, a pentacyclic triterpenoid, a triterpenoid saponin, a beta-D-glucoside and a secondary alcohol.